1-p-tolyl-3-p-tolylsulfinyl-bicyclo[1.1.1]pentane C1(=CC=C(C=C1)C12CC(C1)(C2)S(=O)C2=CC=C(C=C2)C)C